3-methylsulfonyl-benzoic acid CS(=O)(=O)C=1C=C(C(=O)O)C=CC1